CC(=O)OC(C)(C)/C=C/C(=O)[C@@](C)([C@H]1[C@@H](C[C@@]2([C@@]1(CC(=O)[C@@]3([C@H]2CC=C4[C@H]3C=C(C(=O)C4(C)C)O)C)C)C)O)O The molecule is a cucurbitacin in which a lanostane skeleton is multi-substituted with hydroxy, methyl and oxo substituents, with unsaturation at positions 1, 5 and 23. It is a cucurbitacin and a tertiary alpha-hydroxy ketone.